N-(3-{2-[(3-chlorophenyl)methoxy]acetamido}bicyclo[1.1.1]pentan-1-yl)-5-(difluoromethyl)pyrazine-2-carboxamide ClC=1C=C(C=CC1)COCC(=O)NC12CC(C1)(C2)NC(=O)C2=NC=C(N=C2)C(F)F